5-(4-Methyl-1H-imidazol-1-yl)-2-[3-(2,2,6,6-tetramethylpiperidin-4-yl)-3H-[1,2,3]triazolo[4,5-c]pyridazin-6-yl]phenol-Dihydrochlorid Cl.Cl.CC=1N=CN(C1)C=1C=CC(=C(C1)O)C1=CC2=C(N=N1)N(N=N2)C2CC(NC(C2)(C)C)(C)C